3-isopropyl-5-(2-morpholinoethoxy)-1H-indole-1-carboxylic acid tert-butyl ester C(C)(C)(C)OC(=O)N1C=C(C2=CC(=CC=C12)OCCN1CCOCC1)C(C)C